benzonitrile Bis-TFA Salt OC(=O)C(F)(F)F.OC(=O)C(F)(F)F.C(C1=CC=CC=C1)#N